Cl.Cl.ClC1=C(C=CC=C1)CNN [(2-Chlorophenyl)methyl]hydrazine dihydrochloride